OCCC[C@H]1N(CCCC1)C(=O)OC(C)(C)C tert-butyl (S)-2-(3-hydroxypropyl)piperidine-1-carboxylate